4-[[2-[(2R)-3-(3,4-dihydro-1H-isoquinolin-2-yl)-2-hydroxy-propyl]-1-oxo-3,4-dihydroisoquinolin-6-yl]amino]azepane-1-carboxylic acid tert-butyl ester C(C)(C)(C)OC(=O)N1CCC(CCC1)NC=1C=C2CCN(C(C2=CC1)=O)C[C@@H](CN1CC2=CC=CC=C2CC1)O